NC=1C2=C(N=CN1)N(C(=C2C2=CC=C(C=C2)OC2=CC=CC=C2)C#CC2CN(C2)C2CCN(CC2)C(=O)OC(C)(C)C)C2CC(C2)O tert-butyl 4-(3-{2-[4-amino-7-(3-hydroxycyclobutyl)-5-(4-phenoxyphenyl)-7H-pyrrolo[2,3-d]pyrimidin-6-yl]ethynyl}azetidin-1-yl)piperidine-1-carboxylate